4-(4-morpholinyl)-aniline N1(CCOCC1)C1=CC=C(N)C=C1